2-methyl-5-(8-(piperidine-1-carbonyl)imidazo[1,2-c]quinazolin-5-yl)isoindolin-1-one CN1C(C2=CC=C(C=C2C1)C1=NC=2C=C(C=CC2C=2N1C=CN2)C(=O)N2CCCCC2)=O